O=C1C=2N(NC=C1C(=O)OCC)C=CC2 ethyl 4-oxo-1,4-dihydropyrrolo[1,2-b]pyridazine-3-carboxylate